3-iodo-1-((3S,5R)-5-(methoxymethyl)pyrrolidin-3-yl)-1H-pyrazolo[3,4-d]pyrimidine-4-amine IC1=NN(C2=NC=NC(=C21)N)[C@@H]2CN[C@H](C2)COC